(3aS,7aR)-octahydrofuro[3,2-c]pyridine hydrochloride Cl.O1CC[C@H]2CNCC[C@H]21